N,N-dimethyl-1-ferrocenylethylamine CN(C)C(C)[C-]1C=CC=C1.[CH-]1C=CC=C1.[Fe+2]